CC1=C(C=CC=C1)S[SiH2][SiH2]SC1=C(C=CC=C1)C 1,2-bis(2-methyl-phenylthio)disilane